6-N-(2-amino-2-phenylethyl)-4-N-cyclopropyl-1-methylpyrazolo[3,4-d]pyrimidine-4,6-diamine NC(CNC1=NC(=C2C(=N1)N(N=C2)C)NC2CC2)C2=CC=CC=C2